4-(5-(3,5-dichlorophenyl)-5-(trifluoromethyl)-4,5-dihydroisoxazol-3-yl)-N-(1,5-dimethyl-1H-1,2,4-triazol-3-yl)-2-methylbenzamide ClC=1C=C(C=C(C1)Cl)C1(CC(=NO1)C1=CC(=C(C(=O)NC2=NN(C(=N2)C)C)C=C1)C)C(F)(F)F